2-(3-Fluorophenyl)-N-[(3-methyl-2-pyridyl)methyl]pyrazolo[1,5-a]pyrimidin-5-amine FC=1C=C(C=CC1)C1=NN2C(N=C(C=C2)NCC2=NC=CC=C2C)=C1